C(C=C)N1N(C2=NC(=NC=C2C1=O)NC=1C=C2C=NN(C2=CC1)C(C)C)C1=NC(=NC=C1)OC1CCN(CC1)C 2-allyl-6-((1-isopropyl-1H-indazol-5-yl)amino)-1-(2-((1-methylpiperidin-4-yl)oxy)pyrimidin-4-yl)-1,2-dihydro-3H-pyrazolo[3,4-d]pyrimidin-3-one